OC=1C=C(C=2C(C3=C(C(=C(C(=C3C(C2C1)=O)O)O)C1OC(C(C(C1O)O)O)CO)O)=O)C 3,5,6,8-Tetrahydroxy-1-Methyl-9,10-Dioxo-7-[3,4,5-Trihydroxy-6-(Hydroxymethyl)Oxan-2-yl]Anthracen